FC(C(=O)OC12CC3CC(CC(C1)C3)C2)=C 1-adamantyl α-fluoroacrylate